ClC1=NC=C(C(=N1)C1=CC(=CC=C1)OC1=CC=CC=C1)Cl 2,5-dichloro-4-(3-phenoxyphenyl)pyrimidine